CC1=C(C=CC=C1OCCCN1CC(CC1)O)C1=C(C(=CC=C1)OCCCNCCN1CCOCC1)C 1-(3-((2,2'-dimethyl-3'-(3-((2-morpholinoethyl)amino)propoxy)-[1,1'-biphenyl]-3-yl)oxy)propyl)pyrrolidin-3-ol